3-(1-oxo-5-(4-((4-(pyrrolidin-1-yl)piperidin-1-yl)methyl)pyridin-2-yl)isoindolin-2-yl)piperidine-2,6-dione O=C1N(CC2=CC(=CC=C12)C1=NC=CC(=C1)CN1CCC(CC1)N1CCCC1)C1C(NC(CC1)=O)=O